(E)-4-((2-(((tert-butoxycarbonyl)amino)methyl)-3-fluoroallyl)sulfonyl)benzoic acid C(C)(C)(C)OC(=O)NC/C(/CS(=O)(=O)C1=CC=C(C(=O)O)C=C1)=C\F